4-(1-(4-((4-ethylpiperazin-1-yl)methyl)-2,6-difluorophenyl)-1H-imidazol-4-yl)-N-((3R,4S)-3-fluoro-1-(methylsulfonyl)piperidin-4-yl)-5-(trifluoromethyl)pyrimidin-2-amine C(C)N1CCN(CC1)CC1=CC(=C(C(=C1)F)N1C=NC(=C1)C1=NC(=NC=C1C(F)(F)F)N[C@@H]1[C@@H](CN(CC1)S(=O)(=O)C)F)F